8-Cyclopentyl-N-(3-fluoro-5-(1-(3-(methylsulfonyl)phenyl)-1H-pyrazol-4-yl)benzyl)-7H-purine-6-carboxamide C1(CCCC1)C1=NC2=NC=NC(=C2N1)C(=O)NCC1=CC(=CC(=C1)C=1C=NN(C1)C1=CC(=CC=C1)S(=O)(=O)C)F